C1(CCC1)NC(C[C@H](CCN(C)C)NC(=O)C1=NN(C(=C1)C1=C(C=CC=C1)C(F)(F)F)C1CCCC1)=O (3S)-N-cyclobutyl-3-({1-cyclopentyl-5-[2-(trifluoromethyl)phenyl]-1H-pyrazol-3-yl}formamido)-5-(dimethylamino)pentanamide